F[C@H]1CNCC[C@@H]1NC1=NC(=CC=C1)C1=CN=C2N1N=C(C=C2)C=2C=NN1C2C=CC=C1 N-((3S,4S)-3-fluoropiperidin-4-yl)-6-(6-(pyrazolo[1,5-a]pyridin-3-yl)imidazo[1,2-b]pyridazin-3-yl)pyridin-2-amine